C(C)(C)(C)OC(=O)N1C(N(C2(CCC3(C(=CC4=CC=CC=C34)C[C@H](COCC3=CC=C(C=C3)OC)C)CC2)C1=O)C(=O)OC(C)(C)C)=O (1'R,1''R)-2''-{(2R)-3-[(4-methoxyphenyl)methoxy]-2-methylpropyl}-2,5-dioxodispiro[imidazolidine-4,1'-cyclohexane-4',1''-indene]-1,3-dicarboxylic acid di-tert-butyl ester